(S)-N-(6-(4-fluoro-4-(hydroxymethyl)piperidin-1-yl)-2-(hydroxymethyl)-2-methyl-2,3-dihydrobenzofuran-5-yl)pyrazolo[1,5-a]pyrimidine-3-carboxamide FC1(CCN(CC1)C1=CC2=C(C[C@@](O2)(C)CO)C=C1NC(=O)C=1C=NN2C1N=CC=C2)CO